[Cl-].[Cl-].[Cl-].C(C)O[Hf+3] ethyloxyhafnium trichloride